5-ethyl-N-[(3S)-5-methyl-4-oxo-2,3-dihydro-1,5-benzoxazepin-3-yl]-[1,2,4]triazolo[1,5-a]pyridine-2-carboxamide C(C)C1=CC=CC=2N1N=C(N2)C(=O)N[C@H]2COC1=C(N(C2=O)C)C=CC=C1